1,1-dichloromethyl-4-ethyl-benzene ClCC1(CC=C(C=C1)CC)CCl